FC(OC1=NC(=CC=C1NC(=O)C1(CN(C1)CCC(C(=O)O)(C)C)C1=C(C=CC=C1)C(C)C)C)F 4-(3-((2-(difluoromethoxy)-6-methylpyridin-3-yl)carbamoyl)-3-(2-isopropylphenyl)azetidin-1-yl)-2,2-dimethylbutyric acid